C(C)OC(CCCCCCN1C(/C(/CC1=O)=C/C1=CC(=CC=C1)I)=O)=O (E)-7-(3-(3-iodobenzylidene)-2,5-dioxopyrrolidinyl)heptanoic acid ethyl ester